O[C@@H](C(=O)OCC)[C@H](CC)C (2R,3S)-ethyl 2-hydroxy-3-methylpentanoate